(S)-6-(3-(1-Aminocyclobutyl)propioloyl)-4-(2-(1-ethyl-3-(trifluoromethyl)-1H-pyrazol-4-yl)phenyl)-4,5,6,7-tetrahydrothieno[2,3-c]pyridine-2-carbonitrile NC1(CCC1)C#CC(=O)N1CC2=C([C@@H](C1)C1=C(C=CC=C1)C=1C(=NN(C1)CC)C(F)(F)F)C=C(S2)C#N